N,N-dimethylformamide dimethyl-acetal COC(N(C)C)OC